4,8-dimethoxy-2,6-bis(cyanomethyl)benzo[1,2-d:4,5-d']-bisoxazole COC1=C2C(N=C(O2)CC#N)=C(C2=C1N=C(O2)CC#N)OC